P(=O)(O)(O)[O-].[K+] monopotassium (dihydrogen) phosphate